ClC1=CC=CC(=N1)C(CNC(=O)C1=NOC(=C1)C1=C(C=C(C=C1)F)F)C=1C=NN(C1)C N-[2-(6-chloro-2-pyridyl)-2-(1-methylpyrazol-4-yl)ethyl]-5-(2,4-difluorophenyl)isoxazole-3-carboxamide